BrC1=CC=C(C=C1)C#CC(=O)O 4-bromophenylpropynoic acid